C(#N)C1=C(CN(S(=O)(=O)C2=C(C(=C(C(=C2)F)F)F)F)CC(=O)N(CC2=CC(=CC(=C2)C2CC2)C2CC2)C2=C(C=C(C(=O)O)C=C2)OC(C)C)C=CC=C1 4-(2-(N-(2-cyanobenzyl)-2,3,4,5-tetrafluorophenylsulfonamido)-N-(3,5-dicyclopropylbenzyl)acetamido)-3-isopropoxybenzoic acid